ClC1=CC=C(C=N1)CN(C1=CC(OC1)=O)CC1=CC(=C(C=C1)Cl)Cl 4-{[(6-chloropyrid-3-yl)methyl](3,4-dichlorobenzyl)amino}furan-2(5H)-one